5-[1,4-Bis-t-Butoxycarbonylmethyl-6-(t-Butoxycarbonylmethyl-methyl-amino)-[1,4]diazepan-6-yl]-pentanoic acid methyl ester COC(CCCCC1(CN(CCN(C1)CC(=O)OC(C)(C)C)CC(=O)OC(C)(C)C)N(C)CC(=O)OC(C)(C)C)=O